C(C)NC(C(CC[C@@H](C(=O)NC=1C(N(C=CC1)CC(=O)NC1C2CC3CC(CC1C3)C2)=O)NC(=O)C=2N3C(SC2)=NC(=C3)C)=O)=O (S)-N1-ethyl-N6-(1-(2-(2-adamantylamino)-2-oxoethyl)-2-oxo-1,2-dihydropyridin-3-yl)-5-(6-methylimidazo[2,1-b]thiazole-3-carboxamido)-2-oxohexanediamide